methyl (E)-[4-[3-(4-fluorophenyl)-3-[4-[3-(pyrazol-1-yl)propynyl]phenyl]-allyloxy]-2-methylphenoxy]acetate FC1=CC=C(C=C1)/C(=C/COC1=CC(=C(OCC(=O)OC)C=C1)C)/C1=CC=C(C=C1)C#CCN1N=CC=C1